NC=1C(=CN=NC1)C(=O)N(C1=CC=C(C2=NON=C21)[N+](=O)[O-])C2=C(C=C(C=C2)F)C2CC2 5-amino-N-(2-cyclopropyl-4-fluorophenyl)-N-(7-nitrobenzo[c][1,2,5]oxadiazol-4-yl)pyridazine-4-carboxamide